C1(=CC=C(C=C1)CCC(=O)O)OC p-anisolepropionic acid